2-((2-(((2-(Trifluoromethyl)pyridin-4-yl)thio)methyl)-1H-benzo[d]imidazol-5-yl)amino)benzamide FC(C1=NC=CC(=C1)SCC1=NC2=C(N1)C=CC(=C2)NC2=C(C(=O)N)C=CC=C2)(F)F